Cl.N[C@H](C(=O)OCC1=CC(=NC(=C1)Cl)Cl)C(C)(C)C (2,6-Dichloropyridin-4-yl)methyl (S)-2-amino-3,3-dimethylbutanoate hydrochloride